3-methyl-alpha-methyl-benzyl alcohol CC=1C=C(C(C)O)C=CC1